1-((2-(Hydroxymethyl)benzofuran-5-yl)methyl)-3-((1-methyl-1H-pyrazole-4-yl)methyl)-N-(1-methylcyclopropyl)-2,4-Dioxo-1,2,3,4-tetrahydrothieno[2,3-d]pyrimidin-6-sulfonamide OCC=1OC2=C(C1)C=C(C=C2)CN2C(N(C(C1=C2SC(=C1)S(=O)(=O)NC1(CC1)C)=O)CC=1C=NN(C1)C)=O